O[C@@H]1C[C@H](N(C1)C([C@H](C(C)(C)C)NC(OCCCC)=O)=O)C(N[C@@H](C)C1=CC=C(C=C1)C1=C(N=CS1)C)=O butyl N-[(2S)-1-[(2S,4R)-4-hydroxy-2-[[(1S)-1-[4-(4-methyl-1,3-thiazol-5-yl)phenyl]ethyl] carbamoyl] pyrrolidin-1-yl]-3,3-dimethyl-1-oxobutan-2-yl]carbamate